FC1C(C1)S(=O)(=O)N1C(C=2C3=C(N(N=C3CC1)C1=NNC=C1)N=C(C2)N2[C@@H](COCC2)C)C (3R)-4-(7-((2-fluorocyclopropyl)sulfonyl)-6-methyl-2-(1H-pyrazol-3-yl)-6,7,8,9-tetrahydro-2H-1,2,3,7-tetraazabenzo[cd]azulen-4-yl)-3-methylmorpholine